N-methyl-N-[4-(1-methyl-2-oxo-6-{4-[4-(propan-2-yl)piperazin-1-yl]phenyl}-1,2-dihydro-quinolin-3-yl)phenyl]methanesulfonamide CN(S(=O)(=O)C)C1=CC=C(C=C1)C=1C(N(C2=CC=C(C=C2C1)C1=CC=C(C=C1)N1CCN(CC1)C(C)C)C)=O